N,N'-bis(4-amino-2-chlorophenyl)terephthalamide NC1=CC(=C(C=C1)NC(C1=CC=C(C(=O)NC2=C(C=C(C=C2)N)Cl)C=C1)=O)Cl